tert-Butyl 4-(4-((2-Oxo-1,2-dihydropyrrolo[2,3,4-de]isoquinolin-6-yl)methyl)-1H-pyrazol-1-yl)piperidine-1-carboxylate O=C1NC2=CN=C(C=3C=CC=C1C23)CC=2C=NN(C2)C2CCN(CC2)C(=O)OC(C)(C)C